3-[(2E)-3-[4-(2-methoxyethoxy)phenyl]prop-2-enoyl]-4-phenyl-1,2-dihydro-1,7-naphthyridin-2-one COCCOC1=CC=C(C=C1)/C=C/C(=O)C=1C(NC2=CN=CC=C2C1C1=CC=CC=C1)=O